N-{[1-(pyrrolidine-1-carbonyl)cyclopentyl]methyl}-4H,5H,6H,7H,8H,9H-cycloocta[b]thiophene-2-carboxamide N1(CCCC1)C(=O)C1(CCCC1)CNC(=O)C1=CC2=C(S1)CCCCCC2